C(C1=CC=CC=C1)OC1=C(C(=C2C=CC(=CC2=C1)NC(CN1CCC(CC1)C1=CC=C(C=C1)C1C(NC(CC1)=O)=O)=O)F)N1S(NC(C1)=O)(=O)=O N-[7-benzyloxy-5-fluoro-6-(1,1,4-trioxo-1,2,5-thiadiazolidin-2-yl)-2-naphthyl]-2-[4-[4-(2,6-dioxo-3-piperidyl)phenyl]-1-piperidyl]acetamide